N1-(3-aminopropyl)-N1-phenethyl-propane-1,3-diamine NCCCN(CCCN)CCC1=CC=CC=C1